tert-Butyl 3-(4-(2-((2-fluoro-4-((4-methylpiperazin-1-yl)sulfonyl)phenyl)amino)-3-methyl-4-oxo-4H-pyrido[1,2-a]pyrimidin-7-yl)-1H-pyrazol-1-yl)azetidine-1-carboxylate FC1=C(C=CC(=C1)S(=O)(=O)N1CCN(CC1)C)NC=1N=C2N(C(C1C)=O)C=C(C=C2)C=2C=NN(C2)C2CN(C2)C(=O)OC(C)(C)C